7-chloro-8-fluoro-4-((1S,7R,8S)-8-fluoro-2-azabicyclo[5.1.0]oct-4-en-2-yl)-2-(((2R,7aS)-2-fluorotetrahydro-1H-pyrrolizin-7a(5H)-yl)methoxy-d2)pyrido[4,3-d]pyrimidine ClC1=C(C=2N=C(N=C(C2C=N1)N1[C@@H]2[C@H]([C@@H]2CC=CC1)F)OC([2H])([2H])[C@]12CCCN2C[C@@H](C1)F)F